(S)-8-(2,4-dioxotetrahydropyrimidin-1(2H)-yl)-1,2,4a,5-tetrahydrobenzo[b]pyrazin O=C1N(CCC(N1)=O)C=1C=CC[C@H]2C1NCC=N2